C(C)(C)(C)C1(CCCCC1)O tert-butylcyclohexyl alcohol